7-(3-(4-(2-([18F]fluoro)ethoxy-1,1,2,2-d4)phenyl)propyl)-2-(furan-2-yl)-7H-pyrazolo[4,3-e][1,2,4]triazolo[1,5-c]pyrimidine-5-amine [18F]C(C(OC1=CC=C(C=C1)CCCN1N=CC=2C=3N(C(=NC21)N)N=C(N3)C=3OC=CC3)([2H])[2H])([2H])[2H]